ClCC[C@@H](O)C=1SC(=CC1)CC (R)-3-chloro-1-(5-ethylthiophen-2-yl)propan-1-ol